OC1=CC(=C(C=C1)C(C)(C)C1=C(C=C(C=C1)O)C(C)(C)C)C(C)(C)C 2,2-bis(4-hydroxytertiarybutylphenyl)propane